1-(3-(difluoromethoxy)phenyl)-3-isopropyl-1H-indole-5-carboxylic acid methyl ester COC(=O)C=1C=C2C(=CN(C2=CC1)C1=CC(=CC=C1)OC(F)F)C(C)C